Cl.CC1(CNC1)CO (3-methylazetidin-3-yl)methanol hydrochloride